4-toluenesulfinate CC1=CC=C(C=C1)S(=O)[O-]